5-[2-hydroxy-3-(3-phenoxyphenylamino)propyl]-1,3-oxazole-2(3H)-thione OC(CC1=CNC(O1)=S)CNC1=CC(=CC=C1)OC1=CC=CC=C1